BrC1=C2C=NN(C2=C(C(=C1)F)C(=O)OC)COCC[Si](C)(C)C Methyl 4-bromo-6-fluoro-1-((2-(trimethylsilyl)ethoxy)methyl)-1H-indazole-7-carboxylate